C(=O)C1=NNC=2C=CC=C(C12)C(=O)O 3-FORMYL-1H-INDAZOLE-4-CARBOXYLIC ACID